sodium 2-(3-fluorophenyl)pyrazolo[1,5-a]pyrimidin-5-olate FC=1C=C(C=CC1)C1=NN2C(N=C(C=C2)[O-])=C1.[Na+]